(S)-1-((3-methoxy-5-(quinolin-4-yl)pyridin-2-yl)oxy)-2,4-dimethylpentan-2-amine COC=1C(=NC=C(C1)C1=CC=NC2=CC=CC=C12)OC[C@](CC(C)C)(N)C